2-(8-(benzyloxy)imidazo[1,2-a]pyridin-5-yl)acetic acid C(C1=CC=CC=C1)OC=1C=2N(C(=CC1)CC(=O)O)C=CN2